C1(=CC=CC=C1)C=1N=NN(C1)C1=CC=C(C=C1)C1=C(C=CC=C1)NC(C1=C(C=CC=C1)C(F)(F)F)=O N-(4'-(4-phenyl-1H-1,2,3-triazol-1-yl)-[1,1'-biphenyl]-2-yl)-2-(trifluoromethyl)benzamide